rac-(3R,4R)-4-{[5-(2,4-difluoro-phenyl)-isoxazole-3-carbonyl]-amino}-piperidine-3-carboxylic acid (1-pyridin-2-yl-ethyl)-amide hydrochloride Cl.N1=C(C=CC=C1)C(C)NC(=O)[C@@H]1CNCC[C@H]1NC(=O)C1=NOC(=C1)C1=C(C=C(C=C1)F)F |r|